5,5-difluoro-3-(trifluoromethyl)-1-(4-(trifluoromethyl)phenyl)-4,5,6,7-tetrahydro-1H-indol-4-ol FC1(C(C=2C(=CN(C2CC1)C1=CC=C(C=C1)C(F)(F)F)C(F)(F)F)O)F